C(#N)C=1C=C(C(=O)N)C=CC1SC 3-cyano-4-(methylthio)benzamide